(S)-2-(2-(3-fluoropyrrolidin-1-yl)-4-phenylpyridin-3-yl)-3,4,6,7-tetrahydro-5H-imidazo[4,5-c]pyridine-5-carboxylic acid tert-butyl ester C(C)(C)(C)OC(=O)N1CC2=C(CC1)N=C(N2)C=2C(=NC=CC2C2=CC=CC=C2)N2C[C@H](CC2)F